C(=O)O.N[C@@H](C)C(=O)N=[S@@](=O)(C)C=1C=C(C=CC1)NC(C1=C(N=CC(=C1C)C=1C=NN(C1)C)N1CCC(CCC1)(F)F)=O N-(3-((R)-N-(L-alanyl)-S-methylsulfonimidoyl)phenyl)-2-(4,4-difluoroazepan-1-yl)-4-methyl-5-(1-methyl-1H-pyrazol-4-yl)nicotinamide formate